N-(4-((5-(4-(1H-pyrazol-1-yl)phenyl)-1H-pyrazol-3-yl)amino)-3-methylphenyl)isobutyramide N1(N=CC=C1)C1=CC=C(C=C1)C1=CC(=NN1)NC1=C(C=C(C=C1)NC(C(C)C)=O)C